5,8-Dichloro-7-(methoxy(oxetan-3-yl)methyl)-2-((4-methoxy-6-methyl-2-oxo-1,2-dihydropyridin-3-yl)methyl)-3,4-dihydroisoquinolin-1(2H)-one ClC1=C2CCN(C(C2=C(C(=C1)C(C1COC1)OC)Cl)=O)CC=1C(NC(=CC1OC)C)=O